(6-amino-5-methyl-3-pyridyl)-2-[(2S,4S,5R)-4,5-dimethyl-2-phenyl-1-piperidyl]-2-oxo-acetamide NC1=C(C=C(C=N1)NC(C(=O)N1[C@@H](C[C@@H]([C@H](C1)C)C)C1=CC=CC=C1)=O)C